N-(3,4-dihydroxy-5-methoxybenzyl)-8-methyl-6-nonenamide OC=1C=C(CNC(CCCCC=CC(C)C)=O)C=C(C1O)OC